6-fluoro-1-cyclopropyl-4-carbonyl-1,4-dihydroquinoline-2-carboxylic acid FC=1C=C2C(C=C(N(C2=CC1)C1CC1)C(=O)O)=C=O